FC1(CN(C1)C(=O)C1=C(C=C(C=C1)C1=NC=CC2=C1N=C(N2CC(F)F)C(F)(F)F)F)F (3,3-difluoroazetidin-1-yl)(4-(1-(2,2-difluoroethyl)-2-(trifluoromethyl)-1H-imidazo[4,5-c]pyridin-4-yl)-2-fluorophenyl)methanone